C[C@@H](C(=O)OCOC=1C2=C(N=C(N1)SCC1=C(C=NC=C1Cl)Cl)CCC2)CCCC(=O)OC(C)(C)C |r| (±)-6-tert-butyl 1-(((2-(((3,5-dichloropyridin-4-yl)methyl)thio)-6,7-dihydro-5H-cyclopenta[d]pyrimidin-4-yl)oxy)methyl) 2-methylhexanedioate